3-{[2-(Dimethylamino)ethyl](1-methyl-1H-pyrazol-4-yl)sulfamoyl}-1-(1,2,3,5,6,7-hexahydro-s-indacen-4-yl)urea sodium salt [Na].CN(CCN(S(=O)(=O)NC(NC1=C2CCCC2=CC=2CCCC12)=O)C=1C=NN(C1)C)C